C1(CC1)N1C(=NC2=C1C=C(C=C2F)C2CCN(CC2)C2CC1CCC(C2)N1C1CCOCC1)C1=CC=C(C=C1)S(=O)(=O)C 1-Cyclopropyl-4-fluoro-2-(4-(methylsulfonyl)phenyl)-6-(1-(8-(tetrahydro-2H-pyran-4-yl)-8-azabicyclo[3.2.1]octan-3-yl)piperidin-4-yl)-1H-benzo[d]imidazol